tert-Butyl ((S)-(7-((S*)-2-cyano-1-(2-(3,3-difluorocyclobutyl)acetamido)ethyl)imidazo[1,2-b]pyridazin-2-yl)(4,4-difluorocyclohexyl)methyl)carbamate C(#N)C[C@H](NC(CC1CC(C1)(F)F)=O)C1=CC=2N(N=C1)C=C(N2)[C@H](C2CCC(CC2)(F)F)NC(OC(C)(C)C)=O |o1:3|